3,4-di(2-hydroxyethoxy)benzeneNitrile OCCOC=1C=C(C=CC1OCCO)C#N